C(CCCCCCC)OC(CCCCC(=O)OCCC(CCCCCCCCCCCC)OC(=O)[C@@H]1N(CCC1)C)OCCCCCCCC (2R)-1-((6,6-bis(octyloxy)hexanoyl)oxy)pentadecan-3-yl-1-methylpyrrolidine-2-carboxylate